C(#C)C1CN(C1)C1=CC=C(C=C1)N(CCC(=O)O)CCC(=O)O 3,3'-((4-(3-ethynylazetidin-1-yl)phenyl)azanediyl)dipropionic acid